CC(CC1=CC=CC=C1)(O)C 1,1-dimethyl-2-phenylethanol